bis(2,2,3,3,4,4,5,5,6,6-decafluorocyclohexyl) carbonate C(OC1C(C(C(C(C1(F)F)(F)F)(F)F)(F)F)(F)F)(OC1C(C(C(C(C1(F)F)(F)F)(F)F)(F)F)(F)F)=O